4-amino-3-(4-phenoxyphenyl)-1,3-dihydro-2H-imidazo[4,5-c]pyridin-2-one NC1=NC=CC2=C1N(C(N2)=O)C2=CC=C(C=C2)OC2=CC=CC=C2